4-(5-hydroxy-6-methylpyrimidine-4-carbonyl)piperazin OC=1C(=NC=NC1C)C(=O)N1CCNCC1